5-(2-(3-(Benzyloxy)phenyl)-1H-pyrrolo[2,3-b]pyridin-4-yl)-1H-indazol-3-amine C(C1=CC=CC=C1)OC=1C=C(C=CC1)C1=CC=2C(=NC=CC2C=2C=C3C(=NNC3=CC2)N)N1